pyridine-3-methanol N1=CC(=CC=C1)CO